1-{4-[4-(2-cyclohexylacetamido)-1H-1,2,3-triazol-1-yl]butyl}-N-(pyridin-3-ylmethyl)-1H-1,2,3-triazole-4-carboxamide C1(CCCCC1)CC(=O)NC=1N=NN(C1)CCCCN1N=NC(=C1)C(=O)NCC=1C=NC=CC1